2-[(2's,4r)-2'-fluoro-1-oxo-6-(1-fluorocyclopropyl)spiro[3H-isoquinoline-4,1'-cyclopropane]-2-yl]Acetic acid F[C@@H]1[C@@]2(C1)CN(C(C1=CC=C(C=C12)C1(CC1)F)=O)CC(=O)O